5-(difluoromethyl)-1H-pyrazole-4-carboxylic acid hydrochloride Cl.FC(C1=C(C=NN1)C(=O)O)F